C1C[C@H](N(C1)C(=O)[C@H](CCCCN)N[C@@H](CCC2=CC=CC=C2)C(=O)O)C(=O)O The molecule is a dipeptide. It has a role as an EC 3.4.15.1 (peptidyl-dipeptidase A) inhibitor. It contains a L-prolino group and a L-lysine residue.